(4-(5-carbamoyl-7-methoxy-2-(pyridazin-3-ylamino)-1H-benzo[d]imidazol-1-yl)butyl)carbamic acid tert-butyl ester C(C)(C)(C)OC(NCCCCN1C(=NC2=C1C(=CC(=C2)C(N)=O)OC)NC=2N=NC=CC2)=O